COC=1C(=C(C=CC1)C=1C(=C2C(=NC(=NN2C1)C=1N(C=CN1)C)O)C1=NC=C(C=C1)OCCOC)C 6-(3-methoxy-2-methylphenyl)-5-(5-(2-methoxyethoxy)pyridin-2-yl)-2-(1-methyl-1H-imidazol-2-yl)pyrrolo[2,1-f][1,2,4]triazin-4-ol